D-Homophenylalanine ethyl ester C(C)OC([C@H](N)CCC1=CC=CC=C1)=O